(4-bromo-3-{[(dimethylamino)methylidene]Sulfamoyl}phenyl)-2-(2-chlorophenyl)acetamide hydrochloride Cl.BrC1=C(C=C(C=C1)C(C(=O)N)C1=C(C=CC=C1)Cl)S(N=CN(C)C)(=O)=O